7-chloro-2,4-dioxo-3-phenethyl-3,4-dihydroquinazolin ClC1=CC=C2C(N(C(NC2=C1)=O)CCC1=CC=CC=C1)=O